ClC1=CC=C2C(=CN(C2=C1)CC1=NC=CC=C1)/C=C(/C(=O)[O-])\C#N (E)-3-(6-chloro-1-(pyridin-2-ylmethyl)-1H-indol-3-yl)-2-cyanoacrylate